CN(CCNC(OC1=C(C=CC=C1OC)OC)=O)C 2,6-dimethoxyphenyl (2-(dimethylamino)ethyl)carbamate